N(=C=S)C=1C=C(C(=O)NCCN2CCOCC2)C=C(C1)C(F)(F)F 3-isothiocyanato-N-(2-morpholinoethyl)-5-(trifluoromethyl)benzamide